2-((5-(3,5-dimethyl-4-(4-methylpiperazin-1-yl) phenyl)-1H-pyrrolo[2,3-b]pyridin-3-yl) ethynyl) thiazolate S1C(=NC=C1)C(=O)OC#CC1=CNC2=NC=C(C=C21)C2=CC(=C(C(=C2)C)N2CCN(CC2)C)C